N-lactoyl-ethanolamine Potassium metaperiodate I(=O)(=O)(=O)[O-].[K+].C(C(O)C)(=O)NCCO